F[P-](F)(F)(F)(F)F.[NH4+] Ammonium hexafluorophosphate salt